[Br-].C(C)(=O)NC[C@H]1CN(C(O1)=O)C1=CC(=C(C=C1)C1=CC=[N+](C=C1)CC1=C(C=CC=C1)C)F (S)-4-{4-[5-(acetamidomethyl)-2-oxooxazolidin-3-yl]-2-fluorophenyl}-1-(2-methylbenzyl)pyridine-1-ium bromide